COC1=NC=CC(=C1)C=1C=CC(=C(C1)O)C=1N=NC(=CN1)N(C1C[C@@H]2[C@@H](CNC2)C1)C 5-(2-methoxypyridin-4-yl)-2-(6-(methyl((3aR,5s,6aS)-octahydrocyclopenta[c]pyrrol-5-yl)amino)-1,2,4-triazin-3-yl)phenol